3-[5,7-difluoro-2-(4-fluorophenyl)-1H-indol-3-yl]-N-[1-(hydroxymethyl)-cyclobutyl]propanamide FC=1C=C2C(=C(NC2=C(C1)F)C1=CC=C(C=C1)F)CCC(=O)NC1(CCC1)CO